3-(2-hydroxypropan-2-yl)-4-methyl-1H-pyrazole OC(C)(C)C1=NNC=C1C